ClC1=NN(C=C1N(C(CCS(=O)CCC(F)(F)F)=O)CC)C=1C=NC=CC1 (-)-N-[3-Chloro-1-(3-pyridinyl)-1H-pyrazol-4-yl]-N-ethyl-3-[(3,3,3-trifluoropropyl)sulfinyl]-propanamid